ClC1=NC(=NC(=C1)C(F)F)C 4-chloro-6-(difluoromethyl)-2-methylpyrimidine